2-(4-(4-chlorophenyl)-1H-1,2,3-triazol-1-yl)-N-(2-fluoro-4-nitrophenyl)acrylamide ClC1=CC=C(C=C1)C=1N=NN(C1)C(C(=O)NC1=C(C=C(C=C1)[N+](=O)[O-])F)=C